2-furanyl-formyl chloride O1C(=CC=C1)C(=O)Cl